ClC1=NC=C(C(=C1)C1=C(C=NC(=C1)C)C(=O)NC=1SC2=C(N1)CN(C2)CC2=NC(=C(C=C2)C(F)F)C)OC 2'-Chloro-N-(5-(5-(difluoromethyl)-6-methylpicolinyl)-5,6-dihydro-4H-pyrrolo[3,4-d]thiazol-2-yl)-5'-methoxy-6-methyl-[4,4'-bipyridine]-3-carboxamide